NC1=NC2=CC=C(C=C2C=C1C)C(=O)N(CC1=NC=C(C=C1)C(F)(F)F)[C@@H]1C[C@H]2CCC[C@@H]2CC1 2-amino-3-methyl-N-((3aR,5S,7aR)-octahydro-1H-inden-5-yl)-N-((5-(trifluoromethyl)-2-pyridinyl)methyl)-6-quinolinecarboxamide